CC1C(COC1)N(C([O-])=O)C=1N=CC2=C(C(=C(C=C2C1)C1=C(C2=C(OCCN2)N=C1)C)F)N 4-Methyltetrahydrofuran-3-yl(8-amino-7-fluoro-6-(8-methyl-2,3-dihydro-1H-pyrido[2,3-b][1,4]oxazin-7-yl)isoquinolin-3-yl)carbamate